ethyl 2-chloro-6-cyclopropylpyridine-3-carboxylate Ethyl-2,6-dichloropyridine-3-carboxylate C(C)OC(=O)C=1C(=NC(=CC1)Cl)Cl.ClC1=NC(=CC=C1C(=O)OCC)C1CC1